C=C(C)C=1C2=C(N=C(N1)NC=1N=CN(C1)C1=CC(=C(C(=C1)OC)OC)OC)SC=C2 4-(prop-1-en-2-yl)-N-(1-(3,4,5-trimethoxyphenyl)-1H-imidazol-4-yl)thieno[2,3-d]pyrimidin-2-amine